Ethyl (9Z)-Octadec-9-Enoate C(CCCCCCC\C=C/CCCCCCCC)(=O)OCC